2-[6-(4-ethyl-4H-1,2,4-triazol-3-yl)pyridin-2-yl]-4-[(1ξ)-1-(methylamino)ethyl]-6-[(2R)-2-methyl-pyrrolidin-1-yl]-2,3-dihydro-1H-pyrrolo[3,4-c]pyridin-1-one C(C)N1C(=NN=C1)C1=CC=CC(=N1)N1CC=2C(=NC(=CC2C1=O)N1[C@@H](CCC1)C)C(C)NC